pyrrol-formaldehyde N1C(=CC=C1)C=O